COC(C1=CC(=CC(=C1)C)C)=O 3,5-dimethyl-benzoic acid methyl ester